2-[3-fluoro-4-(trifluoromethoxy)phenoxy]-N-{3-[(2-methylpyrazolo[1,5-a]pyrazin-4-yl)amino]bicyclo[1.1.1]pentan-1-yl}acetamide FC=1C=C(OCC(=O)NC23CC(C2)(C3)NC=3C=2N(C=CN3)N=C(C2)C)C=CC1OC(F)(F)F